FC1=CC=C(CN2CC(=C(C(=O)Br)C=C2)O)C=C1 1-(4-fluorobenzyl)-3-hydroxyisonicotinic acid bromide